2-(4-(trifluoromethoxy)phenyl)quinoline FC(OC1=CC=C(C=C1)C1=NC2=CC=CC=C2C=C1)(F)F